S(=O)(=O)(SSS(=O)(=O)C(C(=O)[O-])(C)N1C(CCC1=O)=O)C(C(=O)[O-])(C)N1C(CCC1=O)=O dithiobis(sulfonylsuccinimidyl propionate)